BrC=1C=C(C=CC1)C(CC(=O)[O-])C 3-(3-Bromophenyl)Butanoate